C(C)(C)(C)OC(=O)N1C[C@@H]2N(CC[C@@H]2[C@@H]1C)C(=O)C=1OC(=CN1)C1=CC=NC=C1 |r| Rac-(3aR,4S,6aR)-4-methyl-1-(5-(pyridin-4-yl)oxazole-2-carbonyl)hexahydropyrrolo[3,4-b]pyrrole-5(1H)-carboxylic acid tert-butyl ester